NC=1C=C(C(=C(C1)C(C)NC1=NN=C(C2=CC=C(C=C12)Br)C)F)C(F)(F)F N-(1-(5-amino-2-fluoro-3-(trifluoromethyl)phenyl)ethyl)-7-bromo-4-methylphthalazin-1-amine